2-cyclohexyl-1,2-propanediamine C1(CCCCC1)C(CN)(C)N